methacryl-alanine C(=O)(C(=C)C)N[C@@H](C)C(=O)O